(5S,6R)-5-(4-(4-(dimethoxymethyl)piperidin-1-yl)phenyl)-8,8-difluoro-6-(2-fluorophenyl)-5,6,7,8-tetrahydronaphthalen-2-ol COC(C1CCN(CC1)C1=CC=C(C=C1)[C@H]1C=2C=CC(=CC2C(C[C@H]1C1=C(C=CC=C1)F)(F)F)O)OC